N1C=NC=C2SC3=C(N=C21)C=CC=C3 1H-pyrimido(5,4-b)(1,4)benzothiazin